CC1(OB(OC1(C)C)C=1C=C2CCC(C2=CC1)N1CCC(CC1)C(=O)OC)C methyl 1-(5-(4,4,5,5-tetramethyl-1,3,2-dioxaborolan-2-yl)-2,3-dihydro-1H-inden-1-yl)piperidine-4-carboxylate